NCC(O)C1=CC(=C(C=C1)OC)[N+](=O)[O-] 2-amino-1-(4-methoxy-3-nitrophenyl)ethan-1-ol